tert-Butyl (3-((3-(3-cyclopropyl-5-((2-fluoro-4-iodophenyl)amino)-6,8-dimethyl-2,4,7-trioxo-3,4,6,7-tetrahydropyrido[4,3-d]pyrimidin-1(2H)-yl)phenyl)amino)-3-oxopropyl)carbamate C1(CC1)N1C(N(C=2C(C1=O)=C(N(C(C2C)=O)C)NC2=C(C=C(C=C2)I)F)C=2C=C(C=CC2)NC(CCNC(OC(C)(C)C)=O)=O)=O